(5R,6S)-5-Hydroxy-6-((R)-5H-imidazo[5,1-a]isoindol-5-yl)-5,6,7,8-tetrahydrochinolin-2-carboxamid O[C@H]1C=2C=CC(=NC2CC[C@H]1[C@H]1N2C(C3=CC=CC=C13)=CN=C2)C(=O)N